N-(4-tert-butylphenyl)-2-naphthylamine C(C)(C)(C)C1=CC=C(C=C1)NC1=CC2=CC=CC=C2C=C1